2-[6-amino-5-(3,8-diazabicyclo[3.2.1]octan-3-yl)pyridazin-3-yl]phenol NC1=C(C=C(N=N1)C1=C(C=CC=C1)O)N1CC2CCC(C1)N2